OCCN(CCO)C(CO)(CO)CO bis(2-hydroxyethyl)amino-tris-(hydroxymethyl)methane